(2S)-2-amino-N-[(1S)-1-(4-methanesulfonylphenyl)ethyl]pentanediamide hydrochloride Cl.N[C@H](C(=O)N[C@@H](C)C1=CC=C(C=C1)S(=O)(=O)C)CCC(=O)N